1-(2-chlorophenyl)-7-cyclopropylquinazolin-2,4(1H,3H)-dione ClC1=C(C=CC=C1)N1C(NC(C2=CC=C(C=C12)C1CC1)=O)=O